N-(1-(4-methoxyphenyl)-2-oxo-2-((4-(trimethylsilyl)phenyl)amino)ethyl)-N-methyl-5-oxo-4,5-dihydro-1,2,4-oxadiazole-3-carboxamide COC1=CC=C(C=C1)C(C(NC1=CC=C(C=C1)[Si](C)(C)C)=O)N(C(=O)C1=NOC(N1)=O)C